COC1=C(C(=CC(=C1)OC)CCCCC)S(=O)(=O)N1CCOCC1 4-(2,4-dimethoxy-6-pentyl-phenyl)sulfonylmorpholine